Bis(8-oxo-8-((2-propylnonyl)oxy)octyl) 2-(((2-(dimethylamino)ethoxy)carbonyl)oxy)succinate CN(CCOC(=O)OC(C(=O)OCCCCCCCC(OCC(CCCCCCC)CCC)=O)CC(=O)OCCCCCCCC(OCC(CCCCCCC)CCC)=O)C